2-N-butyl-2-N,4-N-bis(2,2,6,6-tetramethylpiperidin-4-yl)-4-N-{6-[(2,2,6,6-tetramethylpiperidin-4-yl)amino]hexyl}-1,3,5-triazine-2,4-diamine C(CCC)N(C1=NC=NC(=N1)N(CCCCCCNC1CC(NC(C1)(C)C)(C)C)C1CC(NC(C1)(C)C)(C)C)C1CC(NC(C1)(C)C)(C)C